C(CCCCCCCCCCCCCCCCC)(=O)OC[C@@H](OC(CCCCCCCCCCCCCCCCC)=O)CO 1,2-di-stearoyl-sn-glycerol